CC1(OB(OC1(C)C)C1=CC=C(C=N1)N1CCC(CC1)N)C 1-(6-(4,4,5,5-tetramethyl-1,3,2-dioxaborolan-2-yl)pyridin-3-yl)piperidin-4-amine